N-(3,3-difluoro-2,3-dihydro-1H-benzo[d]pyrrolo[1,2-a]imidazol-5-yl)-2-(4-(difluoromethylene)piperidin-1-yl)-4-(2-hydroxyethanesulfonylamino)benzamide FC1(CCN2C1=NC1=C2C=CC=C1NC(C1=C(C=C(C=C1)NS(=O)(=O)CCO)N1CCC(CC1)=C(F)F)=O)F